C1CC(CNC1)C(=O)NCCO N-(2-hydroxyethyl)piperidine-3-carboxamide